ethyl 3-((6'-chloro-(2,3'-bipyridyl)-4'-yl)amino)-4,4,4-trifluorobutyrate ClC1=CC(=C(C=N1)C1=NC=CC=C1)NC(CC(=O)OCC)C(F)(F)F